O=C(CNC(=O)C1CCN(CC1)C(=O)C1=CC=NN1)NC=1C=C2CC3(C(NC4=NC=CC=C43)=O)CC2=CC1 N-(2-oxo-2-((2'-oxo-1,1',2',3-tetrahydrospiro[indene-2,3'-pyrrolo[2,3-b]pyridin]-5-yl)amino)ethyl)-1-(1H-pyrazole-5-carbonyl)piperidine-4-carboxamide